N(=[N+]=[N-])C(C)C1=CC=C(C=C1)N1C[C@@H](CCC1)N(C(OC(C)(C)C)=O)CC1CCC1 tert-butyl N-[(3R)-1-[4-(1-azidoethyl)phenyl]-3-piperidyl]-N-(cyclobutylmethyl)carbamate